FC1(CCC(CC1)[C@@H](C=1N=C2N(N=C(C=C2)CO)C1)NC(OCC1=CC=CC=C1)=O)F benzyl (S)-((4,4-difluorocyclohexyl)(6-(hydroxymethyl)imidazo[1,2-b]pyridazin-2-yl)methyl)carbamate